C(CCCCCCC)OOP(OOCCCCCCCC)(OOCCCCCCCC)=O tri-n-octyloxyphosphoric acid